(R)-N-(5-(3,4-difluorophenoxy)pyridin-2-yl)-2-(3,3-dimethyl-4-(6-oxo-1,6-dihydropyridine-3-carbonyl)piperazin-1-yl)propanamide FC=1C=C(OC=2C=CC(=NC2)NC([C@@H](C)N2CC(N(CC2)C(=O)C2=CNC(C=C2)=O)(C)C)=O)C=CC1F